CC1(CN(CC[C@H]1CN1C(C=C(C=C1)C1=CC=CC=C1)=O)C(=O)OC(C)(C)C)C tert-butyl (R)-3,3-dimethyl-4-((2-oxo-4-phenylpyridin-1(2H)-yl)methyl)piperidine-1-carboxylate